NC1=C(SC2=NC(=CC=C21)C)C(=O)N[C@@H]2CC=1C=CC(=NC1CC2)N2C[C@]1([C@H](CCO1)N)CC2 3-amino-N-[(6S)-2-[(4S,5S)-4-amino-1-oxa-7-azaspiro[4.4]nonan-7-yl]-5,6,7,8-tetrahydroquinolin-6-yl]-6-methylthieno[2,3-b]pyridine-2-carboxamide